(5-Methyl-2-pyridyl)hydrazine CC=1C=CC(=NC1)NN